z-nonadienal C(\C=C/C=CCCCC)=O